ClC(C1=NC(=NO1)C1=CC=C(C=C1)C(CSCC)=O)(F)F 1-(4-(5-(chlorodifluoromethyl)-1,2,4-oxadiazol-3-yl)phenyl)-2-(ethylthio)ethan-1-one